2-(4-(5-chloro-2-(4-chloro-1H-1,2,3-triazol-1-yl)phenyl)-2,5-dioxopiperazin-1-yl)-N-(2-(difluoromethyl)-2H-indazol-5-yl)-3-phenylpropanamide ClC=1C=CC(=C(C1)N1CC(N(CC1=O)C(C(=O)NC1=CC2=CN(N=C2C=C1)C(F)F)CC1=CC=CC=C1)=O)N1N=NC(=C1)Cl